C1=CC=CC=2CCCCC12 5,6,7,8-tetrahydronaphthalen